C(C1=CC=C(C=C1)OC1=C(C(=C(N)C(=C1)C(C)C)C(C)C)F)C1=CC=C(C=C1)OC1=C(C(=C(N)C(=C1)C(C)C)C(C)C)F 4,4'-((methylenebis(4,1-phenylene))bis(oxy))bis(3-fluoro-2,6-diisopropylaniline)